(2S)-1-{2-[(5-bromothiophen-2-yl)sulfonyl]-2H,4H,5H,6H-pyrrolo[3,4-c]pyrazol-5-yl}-3-hydroxy-2-phenylpropan-1-one BrC1=CC=C(S1)S(=O)(=O)N1N=C2C(=C1)CN(C2)C([C@H](CO)C2=CC=CC=C2)=O